FC1=CC(=CC2=C1N=C(S2)C2CCN(CC2)C)C=2C=C(C=1N(N2)C=C(N1)C)C 6-[4-Fluoro-2-(1-methylpiperidin-4-yl)-1,3-benzothiazol-6-yl]-2,8-dimethylimidazo[1,2-b]pyridazin